6-fluoro-3-(1-{4-[3-(2-pyrrolidin-1-yl-ethoxy)-pyrrolidine-1-carbonyl]-phenyl}-1H-[1,2,3]triazol-4-yl)-1H-quinolin-2-one FC=1C=C2C=C(C(NC2=CC1)=O)C=1N=NN(C1)C1=CC=C(C=C1)C(=O)N1CC(CC1)OCCN1CCCC1